N-(6-amino-5-methylpyridin-3-yl)-2-((2S,5R)-2-(4-fluorophenyl)-5-methyl-4-pivaloylpiperazin-1-yl)-2-oxoacetamide NC1=C(C=C(C=N1)NC(C(=O)N1[C@H](CN([C@@H](C1)C)C(C(C)(C)C)=O)C1=CC=C(C=C1)F)=O)C